n-tricosanol C(CCCCCCCCCCCCCCCCCCCCCC)O